CN1C(C2N(C(C1)C2)C2=CC=C(C=C2)[N+](=O)[O-])=O 3-methyl-6-(4-nitrophenyl)-3,6-diazabicyclo[3.1.1]heptan-2-one